3-(4-(1-methyl-4-(trifluoromethyl)-1H-imidazol-2-yl)benzyl)pyrazin-2-amine CN1C(=NC(=C1)C(F)(F)F)C1=CC=C(CC=2C(=NC=CN2)N)C=C1